ClC1=C(C(=CC=C1)F)N1CCC(CC1)N1C(N(C=2C([C@H]1C)=CN(N2)C)CC2=C(C=CC=C2)C(F)(F)F)=O (R)-5-[1-(2-Chloro-6-fluoro-phenyl)-piperidin-4-yl]-2,4-dimethyl-7-(2-trifluoromethyl-benzyl)-2,4,5,7-tetrahydro-pyrazolo[3,4-d]pyrimidin-6-on